ClC1=NC(=NC(=N1)C1=C(C=CC=C1)F)NCC(C)C 4-chloro-6-(2-fluorophenyl)-N-isobutyl-1,3,5-triazin-2-amine